S(=O)(=O)(ON1[C@@H]2CC[C@H](N(C1=O)C2)C(NS(=O)(=O)C=2N=CN(C2)C)=N)O (2S,5R)-2-(N-((1-methyl-1H-imidazol-4-yl) sulfonyl) carbamimidoyl)-7-oxo-1,6-diazabicyclo[3.2.1]octan-6-yl hydrogen sulfate